ClC=1N=C2C(=NC1NS(=O)(=O)CC1(CC1)O)N(C(=N2)C2=NC(=CC=C2)OCC)C2=C(C=CC=C2OC)OC N-(5-Chloro-1-(2,6-dimethoxyphenyl)-2-(6-ethoxypyridin-2-yl)-1H-imidazo[4,5-b]pyrazin-6-yl)-1-(1-hydroxycyclopropyl)methansulfonamid